6-Chloro-N-[(2R)-1-hydroxypropan-2-yl]-5-(1-methyl-1H-pyrazol-3-yl)pyridine-3-carboxamide ClC1=C(C=C(C=N1)C(=O)N[C@@H](CO)C)C1=NN(C=C1)C